4-fluorobenzo[d]thiazole-6-carbonitrile FC1=CC(=CC2=C1N=CS2)C#N